((4-chlorophenyl)sulfonyl)-4-phenyl-5,6-dihydropyridazine-1(4H)-carboximidamide ClC1=CC=C(C=C1)S(=O)(=O)C1=NN(CCC1C1=CC=CC=C1)C(N)=N